2-[[5-chloro-2-[(5-methyl-2-propen-2-ylpyrazol-3-yl)amino]pyridin-4-yl]amino]-N-methoxybenzamide ClC=1C(=CC(=NC1)NC=1N(N=C(C1)C)C(=C)C)NC1=C(C(=O)NOC)C=CC=C1